2-(4-bromo-2,6-dimethylphenyl)-5-(pyrrolidin-1-yl)-1,2,3,6-tetrahydro-7H-[1,2,3]triazolo[4,5-d]pyrimidin-7-one BrC1=CC(=C(C(=C1)C)N1NC2=C(N=C(NC2=O)N2CCCC2)N1)C